(1S,2S)-2-(3-chlorophenyl)-N-(6-((2R,4S)-2-(6-cyclopropyl-8-(2-oxooxazolidin-3-yl)imidazo[1,2-a]pyridin-2-yl)-4-hydroxypyrrolidin-1-yl)pyrimidin-4-yl)cyclopropane-1-carboxamide ClC=1C=C(C=CC1)[C@@H]1[C@H](C1)C(=O)NC1=NC=NC(=C1)N1[C@H](C[C@@H](C1)O)C=1N=C2N(C=C(C=C2N2C(OCC2)=O)C2CC2)C1